C1=CC=CC=2C3=CC=CC=C3C(C12)COC(=O)N(C(C(=O)O)CC1=C(C=CC=C1)C)C 2-((((9H-Fluoren-9-yl)methoxy)carbonyl)(methyl)amino)-3-(o-tolyl)propanoic acid